isobutyl-4-oxooctahydro-6H-3,6-methanopyrrolo[3,2-c]pyridine-6-carboxamide C(C(C)C)N1CC2C3C(NC(CC31)(C2)C(=O)N)=O